6-(7,8-dimethyl-[1,2,4]triazolo[4,3-b]pyridazin-6-yl)-3-(4-(4-methylpiperazin-1-yl)phenyl)-5,6,7,8-tetrahydro-1,6-naphthyridine CC1=C(C=2N(N=C1N1CC=3C=C(C=NC3CC1)C1=CC=C(C=C1)N1CCN(CC1)C)C=NN2)C